Cl.FC(C1=NC=NC=C1C(N)=N)(F)F 4-(trifluoromethyl)pyrimidine-5-carboximidamide hydrochloride